CC1=C(C=C(C(=C1)OCCC[Si](C)(C)C)C(F)(F)F)N=CN(C)CC N'-(2-methyl-5-trifluoromethyl-4-(3-trimethylsilanyl-prop-Oxy)-phenyl)-N-ethyl-N-methyl-formamidine